FC1=CC=C(C=C1)NC(=O)C1=NN2C(N(C3=C(C2=O)CN(C3=O)C(C)C)CC(=O)NC3=NC=C(C=C3)F)=C1 N-(4-fluorophenyl)-4-{2-[(5-fluoropyridin-2-yl)amino]-2-oxoethyl}-5,8-dioxo-6-(propan-2-yl)-5,6,7,8-tetrahydro-4H-pyrazolo[1,5-a]pyrrolo[3,4-d]pyrimidine-2-carboxamide